2-amino-N-(4-(2-amino-2-oxoethyl)benzyl)-3-methyl-N-((5-(trifluoromethyl)-2-pyridinyl)methyl)-6-quinolinecarboxamide NC1=NC2=CC=C(C=C2C=C1C)C(=O)N(CC1=NC=C(C=C1)C(F)(F)F)CC1=CC=C(C=C1)CC(=O)N